(pentafluorophenyl)dioctadecylammonium tetrakis(pentafluorophenyl)borate FC1=C(C(=C(C(=C1[B-](C1=C(C(=C(C(=C1F)F)F)F)F)(C1=C(C(=C(C(=C1F)F)F)F)F)C1=C(C(=C(C(=C1F)F)F)F)F)F)F)F)F.FC1=C(C(=C(C(=C1[NH+](CCCCCCCCCCCCCCCCCC)CCCCCCCCCCCCCCCCCC)F)F)F)F